(+)-3-hydroxy-4-(Benzyl)dihydrofuran-2(3H)-one OC1C(OCC1CC1=CC=CC=C1)=O